CN(C1CCC(CC1)NC1=CC=CC2=C1SC(=C2CC)C#CC)C 3-(7-((4-(dimethylamino)cyclohexyl)amino)-3-ethylbenzo[b]thiophen-2-yl)prop-2-yn